3-aminopropyl(isobutoxydimethylsilane) NCCC[Si](C)(C)OCC(C)C